(R)-2-(6-(4-(2-(difluoromethoxy)phenyl)piperidin-1-yl)-2-azaspiro[3.4]oct-2-yl)-1,3,4-thiadiazole FC(OC1=C(C=CC=C1)C1CCN(CC1)[C@H]1CC2(CN(C2)C=2SC=NN2)CC1)F